O-methanesulfonyl-L-homoserine methyl ester COC([C@@H](N)CCOS(=O)(=O)C)=O